CC1=C(C(=O)NC2(CC2)C2=C3C=CC=NC3=CC(=C2)C=2SC=CC2)C=C(C=C1)OC[C@H]1N(CC1)C (S)-2-Methyl-5-((1-methylazetidin-2-yl)methoxy)-N-(1-(7-(thiophen-2-yl)quinolin-5-yl)cyclopropyl)benzamide